C(#N)[C@H](C[C@H]1C(NCCC1)=O)NC(=O)[C@@H]1N([C@@H]2CC([C@H]1CC2)(F)F)C([C@@H](NC2=C(C=CC(=C2)F)F)C)=O (1S,3R,4S)-N-((S)-1-cyano-2-((S)-2-oxopiperidin-3-yl)ethyl)-2-((2,5-difluorophenyl)-L-alanyl)-5,5-difluoro-2-azabicyclo[2.2.2]octane-3-carboxamide